6-[4-(azetidin-3-yl)-6-chloroquinazolin-7-yl]-5-(trifluoromethyl)pyridin-2-amine N1CC(C1)C1=NC=NC2=CC(=C(C=C12)Cl)C1=C(C=CC(=N1)N)C(F)(F)F